acrylic acid 1-hydroxypropyl-methacrylate OC(CC)OC(C(=C)C)=O.C(C=C)(=O)O